methyl (Z)-[2-methyl-4-[3-(4-methylphenyl)-3-[4-(pyridin-2-ylethynyl)phenyl]allyloxy]-phenoxy]acetate CC1=C(OCC(=O)OC)C=CC(=C1)OC\C=C(/C1=CC=C(C=C1)C#CC1=NC=CC=C1)\C1=CC=C(C=C1)C